O=C1NC2(C3=C1SC(=C3)NC3=CC(=NC=N3)NC(=O)C3CNCC3)CCCCC2 N-(6-((6'-oxo-5',6'-dihydrospiro[cyclohexane-1,4'-thieno[2,3-c]pyrrol]-2'-yl)amino)pyrimidin-4-yl)pyrrolidine-3-carboxamide